1-(3-chlorophenyl)cyclobutane-1-carbaldehyde ClC=1C=C(C=CC1)C1(CCC1)C=O